C(=CCCCC)C(C(=O)O)C(C[C@@H](CCCCCCCCCCC)O[Si](C)(C)C)=O 2-hexenyl-3-oxo-(5R)-5-trimethylsilyloxyhexadecanoic acid